6-(2-((3,3-difluorocyclobutyl)amino)-7H-pyrrolo[2,3-d]pyrimidin-5-yl)-4,4-dimethyl-3,4-dihydroisoquinolin-1(2H)-one FC1(CC(C1)NC=1N=CC2=C(N1)NC=C2C=2C=C1C(CNC(C1=CC2)=O)(C)C)F